(3S)-N-[3-[2-(2-hydroxyethoxy)-6-(morpholin-4-yl)pyridin-4-yl]-4-methylphenyl]-3-(2,2,2-trifluoroethyl)pyrrolidine-1-carboxamide OCCOC1=NC(=CC(=C1)C=1C=C(C=CC1C)NC(=O)N1C[C@@H](CC1)CC(F)(F)F)N1CCOCC1